1,2-dielaidoyl-sn-glycero-3-phosphoethanolamine C(CCCCCCC\C=C\CCCCCCCC)(=O)OC[C@@H](OC(CCCCCCC\C=C\CCCCCCCC)=O)COP(=O)(O)OCCN